((4-((3-(1-(3-(tert-butoxy)-3-oxopropyl)-1H-1,2,4-triazol-3-yl)-2-methoxyphenyl)amino)-6-chloropyridazine-3-carbonyl)oxy)zinc C(C)(C)(C)OC(CCN1N=C(N=C1)C=1C(=C(C=CC1)NC1=C(N=NC(=C1)Cl)C(=O)O[Zn])OC)=O